2-(((Tert-butyldimethylsilyl)oxy)methyl)-4-(methylthio)thiazole [Si](C)(C)(C(C)(C)C)OCC=1SC=C(N1)SC